NC1=NC(=C(C=2N1N=C(N2)OCC2=NC(=CC=C2C)C)C2=C(C=NC=C2)C)C2=C(C#N)C=CC=C2 (5-amino-2-((3,6-dimethylpyridin-2-yl)methoxy)-8-(3-methylpyridin-4-yl)-[1,2,4]triazolo[1,5-c]pyrimidin-7-yl)benzonitrile